4-[3-[[(1S)-1-(3,6-dimethyl-2-morpholino-4-oxo-chromen-8-yl)ethyl]amino]-2-pyridyl]benzoic acid CC1=C(OC2=C(C=C(C=C2C1=O)C)[C@H](C)NC=1C(=NC=CC1)C1=CC=C(C(=O)O)C=C1)N1CCOCC1